4-cyano-6'-fluoro-3-[4-(4-methyl-1,2,4-triazol-3-yl) piperidin-1-yl]-[2,3'-bipyridyl]-5-yl trifluoromethanesulfonate FC(S(=O)(=O)OC=1C(=C(C(=NC1)C=1C=NC(=CC1)F)N1CCC(CC1)C1=NN=CN1C)C#N)(F)F